methyl 2-(3-cyano-1-isopropyl-1H-indol-5-yl)-2H-1,2,3-triazole-4-carboxylate C(#N)C1=CN(C2=CC=C(C=C12)N1N=CC(=N1)C(=O)OC)C(C)C